COC(C(=O)C1=CC=CC=C1)(C)O 2-methoxy-2-hydroxypropiophenone